Cl.Cl.NCC(C)(C)C=1SC=C(N1)C(=O)NCC1=NC=CC=C1F 2-(1-amino-2-methylprop-2-yl)-N-[(3-fluoropyridin-2-yl)methyl]-1,3-thiazole-4-carboxamide dihydrochloride